COC(=O)C1C(NNC(C1)Cl)N(CC1=CC=C(C=C1)OC)CC1=CC=C(C=C1)OC 3-{Bis[(4-methoxyphenyl)methyl]amino}-6-chloro-1,2-diazacyclohexane-4-carboxylic acid methyl ester